(R)-1-((3'-chloro-2'-(2-chloro-3-(5-(((R)-3-hydroxypyrrolidin-1-yl)methyl)-6-methoxypyridin-2-yl)phenyl)-6-methoxy-[2,4'-bipyridin]-5-yl)methyl)pyrrolidin-3-ol ClC=1C(=NC=CC1C1=NC(=C(C=C1)CN1C[C@@H](CC1)O)OC)C1=C(C(=CC=C1)C1=NC(=C(C=C1)CN1C[C@@H](CC1)O)OC)Cl